FC=1C=C(C2=CN(N=C2C1C(NC=1C(=C(C=2N(C1)C=C(N2)C)F)OC)=O)C)N2CCC(CC2)(C)N(C(OC(C)(C)C)=O)C tert-butyl N-[1-[6-fluoro-7-[(8-fluoro-7-methoxy-2-methyl-imidazo[1,2-a]pyridin-6-yl)carbamoyl]-2-methyl-indazol-4-yl]-4-methyl-4-piperidyl]-N-methyl-carbamate